N-(1-((4-hydroxy-3-oxo-1-(2-oxopyrrolidin-3-yl)butan-2-yl)amino)-4-methyl-1-oxopentan-2-yl)-4-methoxy-1-(2-methylallyl)-1H-indole-2-carboxamide OCC(C(CC1C(NCC1)=O)NC(C(CC(C)C)NC(=O)C=1N(C2=CC=CC(=C2C1)OC)CC(=C)C)=O)=O